1,2,3,4-tetramercaptobenzene SC1=C(C(=C(C=C1)S)S)S